2-(2-methyl-1-phenylpropylidene)hydrazine CC(C(C1=CC=CC=C1)=NN)C